N1(N=CC=C1)C1CCN(CC1)C(CCCCCNC=1C=C2C(N(C(C2=CC1)=O)C1C(NC(CC1)=O)=O)=O)=O 5-((6-(4-(1H-pyrazol-1-yl)piperidin-1-yl)-6-oxohexyl)amino)-2-(2,6-dioxopiperidin-3-yl)isoindoline-1,3-dione